ClC1=NC=CC(=N1)C=1C(=NN(C1)C(C(C)(F)F)C1=CC=C(C=C1)F)C 2-chloro-4-(1-(2,2-difluoro-1-(4-fluorophenyl)propyl)-3-methyl-1H-pyrazol-4-yl)pyrimidine